2',3'-dihydro-1'H-spiro[cyclopropan-1,4'-isoquinoline]-7'-carboxylic acid C1NCC2(C3=CC=C(C=C13)C(=O)O)CC2